6-oxo-6H-[1,3]dioxolo[4,5-H]chromene-8-carboxylic acid O=C1C=C(OC=2C3=C(C=CC12)OCO3)C(=O)O